N(=C=S)C1=C(C=C(C=C1C)C#CC1=CC=C(C=C1)C1CCC(CC1)CCCCC)C 2-isothiocyanato-1,3-dimethyl-5-((4-(4-n-pentylcyclohexyl)phenyl)ethynyl)benzene